(2R)-N-(4-methyl-3-{[(1RS)-1-[3-(1H-pyrazol-4-yl)naphthalen-1-yl]ethyl]carbamoyl}phenyl)piperidine-2-carboxamide CC1=C(C=C(C=C1)NC(=O)[C@@H]1NCCCC1)C(N[C@H](C)C1=CC(=CC2=CC=CC=C12)C=1C=NNC1)=O |&1:18|